5-chloro-N2-(2-methoxy-4-morpholinophenyl)-N4-(2-nitrophenyl)pyrimidin-2,4-diamine ClC=1C(=NC(=NC1)NC1=C(C=C(C=C1)N1CCOCC1)OC)NC1=C(C=CC=C1)[N+](=O)[O-]